3-{5-[(isopropylamino)methyl]furan-2-yl}propanoic acid C(C)(C)NCC1=CC=C(O1)CCC(=O)O